3-({2-methoxy-4-[(4-methylpiperazin-1-yl)sulfonyl]phenyl}amino)prop-1-yn COC1=C(C=CC(=C1)S(=O)(=O)N1CCN(CC1)C)NCC#C